5-(tert-butoxycarbonyl)piperidine-2-carboxylic acid C(C)(C)(C)OC(=O)C1CCC(NC1)C(=O)O